FC1(CCN(CC1)C(=O)C=1C=CC(=NC1)C=1C=C(C2=C(C=C(O2)CNC(\C=C\C=2C=NC=CC2)=O)C1)OC(F)(F)F)F (E)-N-((5-(5-(4,4-difluoropiperidine-1-carbonyl)pyridin-2-yl)-7-(trifluoromethoxy)benzofuran-2-yl)methyl)-3-(pyridin-3-yl)acrylamide